C1(CC1)C1=NN(C=N1)C1CC2(CN(C2)C(=O)N2CC3(C2)CC(C3)CC3=CC(=C(C=C3)F)F)C1 (6-(3-cyclopropyl-1H-1,2,4-triazol-1-yl)-2-azaspiro[3.3]heptan-2-yl)(6-(3,4-difluorobenzyl)-2-azaspiro[3.3]heptan-2-yl)methanone